C(=O)(OC(C)(C)C)N1C(C2=CC(=CC(=C2C1)C1=CC=C(C=C1)OC1=CC=CC=C1)C1CCN(CC1)C(=O)OC(C)(C)C)=O N-Boc-6-(1-(t-butoxycarbonyl)piperidin-4-yl)-4-(4-phenoxyphenyl)isoindolin-1-one